ClC=1C(=NC=CC1)N1N=C(C=C1C(=O)OCC)OC ethyl 2-(3-chloro-2-pyridyl)-5-methoxy-pyrazole-3-carboxylate